(R)-N-(5-((6-(3-(4-chloro-3-(trifluoromethyl)phenyl)isoxazolidin-2-yl)pyrimidin-4-yl)amino)-2-(4-(dimethylamino)piperidin-1-yl)-4-methoxyphenyl)acrylamide ClC1=C(C=C(C=C1)[C@@H]1N(OCC1)C1=CC(=NC=N1)NC=1C(=CC(=C(C1)NC(C=C)=O)N1CCC(CC1)N(C)C)OC)C(F)(F)F